CC([C@@H](C(=O)N1[C@@H]([C@H]2C([C@H]2C1)(C)C)C(=O)O)NC(CC1COC1)=O)(C)C (1R,2S,5S)-3-[(2S)-3,3-dimethyl-2-[[2-(oxetan-3-yl)acetyl]amino]butanoyl]-6,6-dimethyl-3-azabicyclo[3.1.0]hexane-2-carboxylic acid